CC1(CCC1)NS(O)(=O)=O N-(1-Methylcyclobutyl)sulfamic acid